[Si](C)(C)(C(C)(C)C)OCC(C=1N(C=CN1)C1CC1)NS(=O)C(C)(C)C N-(2-((tert-butyldimethylsilyl)oxy)-1-(1-cyclopropyl-1H-imidazol-2-yl)ethyl)-2-methylpropan-2-sulfinamide